ClC1=C(C=CC=C1OCCCNCCO)C=1C=C(NN2SC3=C(C2)C=CC=C3)C=CC1 N-(3-(2-chloro-3-(3-hydroxyethylaminopropoxy)phenyl)anilino)benzisothiazol